decanylene oxide C1CCCCCCCCCO1